2-chloro-N-(3-chloro-4-fluorophenyl)-N-methylacetamide ClCC(=O)N(C)C1=CC(=C(C=C1)F)Cl